CC1=CC2=C(NC(=N2)C2=NC(=CC=C2)N2CCN(CCC2)C2CCN(CC2)C(C)C)C=C1C 5,6-Dimethyl-2-(6-{4-[1-(propan-2-yl)piperidin-4-yl]-1,4-diazepan-1-yl}pyridine-2-yl)-1H-1,3-benzodiazole